CC(C)(S(=O)(=O)C)C1=NC=CC(=C1)C(=O)O 2-(1-methyl-1-methylsulfonyl-ethyl)pyridine-4-carboxylic acid